ClC1=C(C=C(C(=C1)C1(COC1)OCC1=CC=C(C=C1)OC(F)(F)F)C)N=CN(C)CC N'-(2-chloro-5-methyl-4-(3-((4-(trifluoromethoxy)benzyl)oxy)oxetan-3-yl)phenyl)-N-ethyl-N-methylformimidamide